[(cycloheptyl)methyl]-4,8-diazaundecane C1(CCCCCC1)CCCCNCCCNCCC